4-{2-[(tert-Butoxycarbonyl)amino]ethyl}-6-methylpyridine-3-carboxylic acid methyl ester COC(=O)C=1C=NC(=CC1CCNC(=O)OC(C)(C)C)C